C(C1=CC=CC=C1)OC(=O)N1CCC(CC1)N1N=C(C=2CN(CCC21)C(C)=O)N2CCCC1=CC(=C(C=C21)C(F)F)C=2C=NN(C2)C 4-(5-acetyl-3-(7-(difluoromethyl)-6-(1-methyl-1H-pyrazol-4-yl)-3,4-dihydroquinolin-1(2H)-yl)-4,5,6,7-tetrahydro-1H-pyrazolo[4,3-C]pyridin-1-yl)piperidine-1-carboxylic acid benzyl ester